[O].O1N=CCC1 isoxazoline oxygen